[N+](=O)([O-])C1=C(SC(=C1)[N+](=O)[O-])NC(C)=O 3,5-dinitro-2-acetamido-thiophene